5-(isopentenylaminomethyl)-uridine C(CC(=C)C)NCC=1C(NC(N([C@H]2[C@H](O)[C@H](O)[C@@H](CO)O2)C1)=O)=O